8-methyldecanoate CC(CCCCCCC(=O)[O-])CC